FC1=NC(=CC=C1C=1N(C2=CC(=CC=C2C1)O)C(=O)OC(C)(C)C)N1C[C@@H](CCC1)OC t-butyl 2-{2-fluoro-6-[(3R)-3-methoxypiperidin-1-yl]pyridin-3-yl}-6-hydroxy-1H-indole-1-carboxylate